(S)-(2-hydroxypropyl)carbamic acid benzyl ester C(C1=CC=CC=C1)OC(NC[C@H](C)O)=O